C(C1CO1)OC1=CC2=CC=C(C=C2C=C1)OCC1CO1 2,6-bis(glycidyloxy)naphthalene